C(C)OP(C1=CC=C(C=C1)C)C1=CC=C(C=C1)C ethoxydi(4-methylphenyl)phosphine